COC1=C(C=CC=C1)C1=C(C=NC(=C1)C)C(=O)NC1=NN2C(S1)=NC(=C2)C(=O)O 2-[4-(2-methoxyphenyl)-6-methylpyridine-3-amido]imidazo[2,1-b][1,3,4]thiadiazole-6-carboxylic acid